Methyl-amino-4-formylbenzoate CC=1C(=C(C(=O)[O-])C=CC1C=O)N